(S)-4-(2-(4-(2-acetyl-5-chlorophenyl)-3-methoxy-6-oxopyridazin-1(6H)-yl)-3-phenylpropionamido)benzoic acid choline salt OCC[N+](C)(C)C.C(C)(=O)C1=C(C=C(C=C1)Cl)C=1C(=NN(C(C1)=O)[C@H](C(=O)NC1=CC=C(C(=O)[O-])C=C1)CC1=CC=CC=C1)OC